6-(6-(((1S,2S,3R,5R)-2-fluoro-8-methyl-8-azabicyclo[3.2.1]octan-3-yl)(methyl)amino)pyridazin-3-yl)-7-hydroxy-2-methylisoquinolin-1(2H)-one F[C@H]1[C@@H]2CC[C@H](C[C@H]1N(C1=CC=C(N=N1)C=1C=C3C=CN(C(C3=CC1O)=O)C)C)N2C